C(C=C)(=O)OCC(C)(C)CC 2-((acryloyloxy)methyl)-2-ethylpropane